C(CCCCCCCCCCCCCCCCC)OC(CCSCCC(=O)O)=O 3,3'-thiodipropionic acid octadecyl ester